C1(CC1)C1=CC2=C(N(C(N=C2N2[C@H](CNCC2)C)=O)C=2C(=NC=CC2C)C(C)C)N=C1C1=C(C(=CC=C1)OC)OC (S)-6-cyclopropyl-7-(2,3-dimethoxyphenyl)-1-(2-isopropyl-4-methylpyridin-3-yl)-4-(2-methylpiperazin-1-yl)pyrido[2,3-d]pyrimidin-2(1H)-one